acetyl citrate C(CC(O)(C(=O)[O-])CC(=O)[O-])(=O)OC(C)=O